2-bromo-3-(4-methylpiperazin-1-yl)quinoxaline BrC1=NC2=CC=CC=C2N=C1N1CCN(CC1)C